C1CC2CC1C3C2C(CC3)CO octahydro-4,7-methano-1H-indenemethanol